(3S,10R,13S)-17-(1H-benzo[d]imidazol-1-yl)-10,13-dimethyl-N-(pyridin-4-ylmethyl)-2,3,4,7,8,9,10,11,12,13,14,15-dodecahydro-1H-cyclopenta[a]phenanthren-3-amine N1(C=NC2=C1C=CC=C2)C2=CCC1C3CC=C4C[C@H](CC[C@@]4(C3CC[C@]21C)C)NCC2=CC=NC=C2